trans-4-Hydroxyprolinol O[C@@H]1C[C@H](NC1)CO